CON(C(C)=O)C(CCCN(C(OC(C)(C)C)=O)C)=O tert-butyl (4-(N-methoxyacetamido)-4-oxobutyl)(methyl)carbamate